1-(3-((4-(3-((3-amino-5-(4-amino-4-methylpiperidin-1-yl)pyrazin-2-yl)thio)-2-chlorophenyl)piperazin-1-yl)methyl)phenyl)dihydropyrimidine-2,4(1H,3H)-dione NC=1C(=NC=C(N1)N1CCC(CC1)(C)N)SC=1C(=C(C=CC1)N1CCN(CC1)CC=1C=C(C=CC1)N1C(NC(CC1)=O)=O)Cl